(S)-1-[(S)-1-[bis[3,5-bis(trifluoromethyl)phenyl]phosphino]ethyl]-2-[2-(diphenylphosphino)phenyl]-ferrocene FC(C=1C=C(C=C(C1)C(F)(F)F)P([C@@H](C)[C-]1C(=CC=C1)C1=C(C=CC=C1)P(C1=CC=CC=C1)C1=CC=CC=C1)C1=CC(=CC(=C1)C(F)(F)F)C(F)(F)F)(F)F.[CH-]1C=CC=C1.[Fe+2]